ClC1=CC=C(C=C1)C1=C2C(=NC(=C1[C@@H](C(=O)[O-])O)C)N(C(=C2C)C)CC=2C=NN(C2)C (S)-2-(4-(4-chlorophenyl)-2,3,6-trimethyl-1-((1-methyl-1H-pyrazol-4-yl)methyl)-1H-pyrrolo[2,3-b]pyridin-5-yl)-2-hydroxyacetate